1,7-di([1,1'-biphenyl]-2-yl)-3,4,9,10-tetraiodoperylene C1(=C(C=CC=C1)C1=CC(=C2C(=CC=C3C4=C(C=C(C5=C(C=CC(C1=C23)=C45)I)I)C4=C(C=CC=C4)C4=CC=CC=C4)I)I)C4=CC=CC=C4